7-(2-methyl-1,4-dioxan-2-yl)imidazo[1,2-a]pyridine CC1(OCCOC1)C1=CC=2N(C=C1)C=CN2